tert-butyl N-[trans-4-[[4-amino-7-(3-cyano-1-methyl-propyl)-5,5-dimethyl-6H-benzo[h]quinazolin-8-yl]oxy]cyclohexyl]carbamate NC1=NC=NC=2C3=C(CC(C12)(C)C)C(=C(C=C3)O[C@@H]3CC[C@H](CC3)NC(OC(C)(C)C)=O)C(CCC#N)C